ClC1=NC(=NC=C1)C1=CN=C2N1C=C(N=C2)C(F)F 3-(4-Chloropyrimidin-2-yl)-6-(difluoromethyl)imidazo[1,2-a]Pyrazine